5-octenyl-dimethyl-pentene C(=CCCCCCC)CCCC=C(C)C